cyclohexane-1,3-dicarboxylic acid di-n-hexyl ester C(CCCCC)OC(=O)C1CC(CCC1)C(=O)OCCCCCC